5-(3,5-Difluoro-4-((4-methylpyrimidin-2-yl)oxy)phenyl)-6-iodo-7-methyl-7H-pyrrolo[2,3-d]pyrimidin-4-amine FC=1C=C(C=C(C1OC1=NC=CC(=N1)C)F)C1=C(N(C=2N=CN=C(C21)N)C)I